trimethyl-4H-pyrimido[1,2-b]pyridazin-4-one CC=1C=CC=2N(N1)C(C(=C(N2)C)C)=O